C1(CCCC1)OC1=CC=C(C=C1)NC(C1=C(C=CC(=C1)[N+](=O)[O-])SC1=NN=NN1C)=O N-[4-(cyclopentyloxy)phenyl]-2-[(1-methyl-1H-tetrazol-5-yl)sulfanyl]-5-nitrobenzamide